3-chloro-4-(5-chloro-2-(1H-tetrazol-1-yl)phenyl)-2-oxopyridin ClC=1C(NC=CC1C1=C(C=CC(=C1)Cl)N1N=NN=C1)=O